O1C(CCC1)C(=O)O tetrahydro-2-furoic acid